FC1(CCC(CC1)NC1=C(C(=C2C(=NC(=NC2=C1F)C)N)F)F)F N7-(4,4-difluorocyclohexyl)-5,6,8-trifluoro-2-methylquinazoline-4,7-diamine